N-(6-amino-5-methylpyridin-3-yl)-2-(5-methyl-2-(3-(N-methylsulfamoyl)phenyl)piperidin-1-yl)-2-oxoacetamide NC1=C(C=C(C=N1)NC(C(=O)N1C(CCC(C1)C)C1=CC(=CC=C1)S(NC)(=O)=O)=O)C